(R)-N-((1-isopropylpyrrolidin-2-yl)methyl)-10-methyl-1-oxo-2-phenyl-1,2-dihydropyrazino[1,2-a]indole-4-carboxamide C(C)(C)N1[C@H](CCC1)CNC(=O)C1=CN(C(C=2N1C=1C=CC=CC1C2C)=O)C2=CC=CC=C2